O1C2=C(OC(C1([2H])[2H])([2H])[2H])C=C(C=C2)O[C@H]2[C@@H](CN(CC2)C=2C(=CC=1N(N2)C(C=CN1)=O)C)F 7-((3R,4R)-4-((2,3-dihydrobenzo[b][1,4]dioxin-6-yl-2,2,3,3-d4)oxy)-3-fluoropiperidin-1-yl)-8-methyl-4H-pyrimido[1,2-b]pyridazin-4-one